ClC1=CC2=C(N=N1)N(C(=N2)CCl)C[C@H]2OCC2 (S)-3-chloro-6-(chloromethyl)-7-(oxetan-2-ylmethyl)-7H-imidazo[4,5-c]Pyridazine